BrCCCCCCO[Si](OC(OC\C=C(\C=C\C=C(\C=C\C1=C(CCCC1(C)C)C)/C)/C)CCCCCCCCCCCCCCC)(C)C (13E,15E,17E,19E)-1-bromo-8,8,14,18-tetramethyl-10-pentadecyl-20-(2,6,6-trimethylcyclohex-1-en-1-yl)-7,9,11-trioxa-8-silaicosa-13,15,17,19-tetraene